Cl.N1C[C@H](CCCC1)O (S)-azepan-3-ol hydrochloride